1,3-bis(dibenzylthiocarbamoyldithio)propane C(C1=CC=CC=C1)N(C(=S)SSCCCSSC(N(CC1=CC=CC=C1)CC1=CC=CC=C1)=S)CC1=CC=CC=C1